The molecule is a docosanoid anion obtained by deprotonation of the three carboxy groups and protonation of the glutamyl alpha-amino group of (8S)-glutathionyl-(7R,17S)-dihydroxy-(4Z,9,11,13Z,15E,19Z)-docosahexaenoic acid; major species at pH 7.3. It is a docosanoid anion, a peptide anion and a tricarboxylic acid dianion. It is a conjugate base of an (8S)-glutathionyl-(7R,17S)-dihydroxy-(4Z,9,11,13Z,15E,19Z)-docosahexaenoic acid. CC/C=C\\C[C@@H](/C=C/C=C\\C=CC=C[C@@H]([C@@H](C/C=C\\CCC(=O)[O-])O)SC[C@@H](C(=O)NCC(=O)[O-])NC(=O)CC[C@@H](C(=O)[O-])[NH3+])O